5-(2-(2,5-difluorophenyl)pyrrolidin-1-yl)pyrazolo[1,5-a]pyrimidin-3-amine FC1=C(C=C(C=C1)F)C1N(CCC1)C1=NC=2N(C=C1)N=CC2N